C(C1=CC=CC=C1)C1=C(C=CC=C1)S(=O)(=O)N Benzylbenzenesulfonamide